(S)-7-((S)-1-Methoxyethyl)-4-((R)-3-(methylamino)pyrrolidin-1-yl)-7,8-dihydro-6H-pyrimido[5,4-b][1,4]oxazin-2-amine dihydrochloride salt Cl.Cl.CO[C@@H](C)[C@H]1NC2=C(OC1)C(=NC(=N2)N)N2C[C@@H](CC2)NC